C(C)(C)(C)OC(=O)N1C[C@@H](NCC1)COC1=NC(=NC(=C1C(=O)O)N1[C@H](COCC1)C)Cl 4-(((R)-4-(tert-Butoxycarbonyl)piperazin-2-yl)methoxy)-2-chloro-6-((S)-3-methylmorpholinyl)pyrimidine-5-carboxylic acid